[1-[2-[4-[4-[(2,6-dioxo-3-piperidyl)amino]phenyl]-1-piperidyl]-2-oxo-ethyl]-4-piperidyl]-7-isopropoxy-N-phenyl-imidazo[1,2-a]pyridine-6-carboxamide formate C(=O)O.O=C1NC(CCC1NC1=CC=C(C=C1)C1CCN(CC1)C(CN1CCC(CC1)C=1N=C2N(C=C(C(=C2)OC(C)C)C(=O)NC2=CC=CC=C2)C1)=O)=O